S1C=CN=N1 1,4,5-thiadiazole